4-(2-(5-Methoxy-2-methyl-1H-indol-3-yl)acetamido)tetrahydro-2H-thiopyran-4-carboxylic acid ethyl ester C(C)OC(=O)C1(CCSCC1)NC(CC1=C(NC2=CC=C(C=C12)OC)C)=O